C(C)N(CCN1CCC(CC1)C(=O)O)C1=CC=C(C=C1)CCC1=CC=C(C=C1)[N+](=O)[O-] 2-(ethyl-{4-[(1Z)-(4-nitrophenyl)ethanyl]phenyl}amino)ethyl-hexahydropyridine-4-carboxylic acid